[Br-].C[N+](CCCCCCN1C2=CC=CC=C2C=2C=CC=CC12)(C)C N-(6-trimethylammoniohexyl)carbazole bromide